5-Cyclohexyl-2-(2,6-dimethylpyridin-4-yl)-3-isopropyl-1H-indol C1(CCCCC1)C=1C=C2C(=C(NC2=CC1)C1=CC(=NC(=C1)C)C)C(C)C